FC1=C(C=C(C=C1)F)[C@@H]1N(C[C@H](C1)F)C=1C=CCN(C1)C1=CC=C(C=C1)C1CCNCC1 5-((2R,4S)-2-(2,5-difluorophenyl)-4-fluoropyrrolidin-1-yl)-N-(4-(piperidin-4-yl)phenyl)pyridine